1-cyclohexyl-2-(4-phenylcyclohexyl)ethane C1(CCCCC1)CCC1CCC(CC1)C1=CC=CC=C1